[C@@H]12OCCN([C@H]2C1)C=1C(=NC2=CC(=CC(=C2N1)[C@@H](C)NC=1C(=NC(=CC1)Cl)C(=O)O)C)C#N 3-(((R)-1-(3-((1R,6S)-2-oxa-5-azabicyclo[4.1.0]heptan-5-yl)-2-cyano-7-methylquinoxalin-5-yl)ethyl)amino)-6-chloropicolinic acid